NC1=NC=CC(=C1Cl)SC=1C=2N(C(=NC1)N1CCC3(CCCC3N)CC1)C=CN2 8-(8-((2-amino-3-chloropyridin-4-yl)thio)imidazo[1,2-c]pyrimidin-5-yl)-8-azaspiro[4.5]decan-1-amine